1-(4-(1-hydroxycyclopropyl)butyl)-3,7-dimethyl-1H-purine-2,6(3h,7H)-dione OC1(CC1)CCCCN1C(N(C=2N=CN(C2C1=O)C)C)=O